tert-butyl 4-((6-amino-2-chloro-9H-purin-9-yl)methyl)benzylcarbamate NC1=C2N=CN(C2=NC(=N1)Cl)CC1=CC=C(CNC(OC(C)(C)C)=O)C=C1